O=C1N(CCC(N1)=O)C1=CC=C(CN2CCN(CC2)C2=CC(=C(C=C2)NC2=NC=C(C(=C2)NC2=C(C(=O)NC)C=CC=C2)C(F)(F)F)OC)C=C1 2-((2-((4-(4-(4-(2,4-dioxotetrahydropyrimidin-1(2H)-yl)benzyl)piperazin-1-yl)-2-methoxyphenyl)amino)-5-(trifluoromethyl)pyridin-4-yl)amino)-N-methylbenzamide